Cl.N(C(=N)N)C1=CC(=C(C=C1)C(=O)OC=1C=2N(C(=CC1)CC(=O)O)N=CN2)C#CCOCCOCC#C 2-[8-[(4-carbamimidamido-2-[3-[2-(prop-2-yn-1-yloxy)ethoxy]prop-1-yn-1-yl]phenyl)carbonyloxy]-[1,2,4]triazolo[1,5-a]pyridin-5-yl]acetic acid hydrochloride